C[C@@H]1CN(CCN1C1=NC=CC=C1)C1=NC=C(C=N1)N (R)-2-(3-methyl-4-(pyridin-2-yl)piperazin-1-yl)pyrimidin-5-amine